FC(OC1=CC=C(C=C1)NC(NC1CCN(CC1)CCS(=O)(=O)F)=O)(F)F 2-(4-(3-(4-(trifluoromethoxy)phenyl)ureido)piperidin-1-yl)ethane-1-sulfonyl fluoride